CC1=NC=C(C=N1)NC(O[C@H](C)[C@H](C)OC1=CC2=C(N=C(S2)C2=C3N=CC(=NC3=CC(=C2)C)OC(F)F)C=C1F)=O (2R,3S)-3-((2-(2-(difluoromethoxy)-7-methylquinoxalin-5-yl)-5-fluorobenzo[d]thiazol-6-yl)oxy)butan-2-yl (2-methylpyrimidin-5-yl)carbamate